2-(cyclopropyl-(methyl)amino)-1-(4-(3-isopropyl-2-(8-methyltetrazolo[1,5-a]pyridin-6-yl)-1H-indol-5-yl)piperidin-1-yl)ethan-1-one C1(CC1)N(CC(=O)N1CCC(CC1)C=1C=C2C(=C(NC2=CC1)C=1C=C(C=2N(C1)N=NN2)C)C(C)C)C